C(CC(C)C)C(C(=O)OCC(C)(C)C)C(C(=O)OCC(C)(C)C)CCC(C)C di-neopentyl 2,3-di-isopentylsuccinate